N1N=CC2=CC=CC=C12 1H-Indazole